NC1=NC(=NC(=N1)N)OCC 2,4-diamino-6-ethoxy-1,3,5-triazine